FC(OC(C)C1=C(C=CC(=C1)F)C(C)=O)F (2-(1-(difluoromethoxy)ethyl)-4-fluorophenyl)ethan-1-one